methyl 4-(((cyclobutylmethyl) amino) methyl)-7,7-dimethyl-6,7-dihydro-5H-cyclopenta[b]pyridine-2-carboxylate C1(CCC1)CNCC1=C2C(=NC(=C1)C(=O)OC)C(CC2)(C)C